[Zr].[Fe].[Sm].C(C(=C)C)(=O)OCC(COCCC[Si](O[Si](C)(C)C)(O[Si](C)(C)C)C)O (3-Methacryloxy-2-hydroxypropoxypropyl)Methyl-Bis(Trimethylsiloxy)Silane samarium-iron-zirconium